1-(6-chloro-4-methylpyridazin-3-yl)ethanol Benzyl-(R)-2-(4-(pentafluoro-λ6-sulfaneyl)phenyl)piperidine-1-carboxylate C(C1=CC=CC=C1)[C@@]1(N(CCCC1)C(=O)OC(C)C=1N=NC(=CC1C)Cl)C1=CC=C(C=C1)S(F)(F)(F)(F)F